C(C)(C)(C)C1=C(C=C(C=C1)C1(CCC(CC1)N)N)Cl 1-(4-(tert-butyl)-3-chlorophenyl)cyclohexane-1,4-diamine